palladium (0) tetrakis-triphenylphosphine C1(=CC=CC=C1)P(C1=CC=CC=C1)C1=CC=CC=C1.C1(=CC=CC=C1)P(C1=CC=CC=C1)C1=CC=CC=C1.C1(=CC=CC=C1)P(C1=CC=CC=C1)C1=CC=CC=C1.C1(=CC=CC=C1)P(C1=CC=CC=C1)C1=CC=CC=C1.[Pd]